4-bromo-1-methyl-5-(3-((methylsulfonyl)methyl)phenyl)pyridin-2(1H)-one BrC1=CC(N(C=C1C1=CC(=CC=C1)CS(=O)(=O)C)C)=O